methyl 2-[2-chloro-6-(cyclopentylamino)-5-nitro-pyrimidin-4-yl]sulfanylacetate ClC1=NC(=C(C(=N1)SCC(=O)OC)[N+](=O)[O-])NC1CCCC1